4-(hydroxymethyl)-1'-(1H-indazole-5-carbonyl)-2-oxospiro[indoline-3,4'-piperidine] OCC1=C2C(=CC=C1)NC(C21CCN(CC1)C(=O)C=1C=C2C=NNC2=CC1)=O